7,10,13,16,19,22-hexaoxa-1-dotriacontanol C(CCCCCOCCOCCOCCOCCOCCOCCCCCCCCCC)O